(1R,5S,6S)-3-(2-chloro-6-(trifluoromethyl)pyrimidin-4-yl)-1,5-dimethyl-3-azabicyclo[3.1.0]hexane ClC1=NC(=CC(=N1)N1C[C@@]2(C[C@@]2(C1)C)C)C(F)(F)F